benzyl-((S)-3-(naphthalen-1-yl)-2-oleamidopropanoyl)-leucyl-valine C(C1=CC=CC=C1)N([C@@H](CC(C)C)C(=O)N[C@@H](C(C)C)C(=O)O)C([C@H](CC1=CC=CC2=CC=CC=C12)NC(CCCCCCC\C=C/CCCCCCCC)=O)=O